C(C)(C)(C)OC(=O)N1C=CC2=C(C(=CC(=C12)C)OC)CN1[C@H](CC2(CC(C2)(F)F)CC1)C=1C=NN(C1)C |r| (RS)-4-((2,2-difluoro-6-(1-methyl-1H-pyrazol-4-yl)-7-azaspiro[3.5]non-7-yl)methyl)-5-methoxy-7-methyl-1H-indole-1-carboxylic acid tert-butyl ester